O1C(=CC=C1)C(=O)N1CC2=C(NC=3C=CC(=CC23)C)CC1 2-Furyl-(8-methyl-1,3,4,5-tetrahydropyrido[4,3-b]indol-2-yl)methanone